N-[2-(3-cyanophenyl)-1-[6-(3-oxopropoxy)-1,3-benzothiazol-2-yl]ethyl]benzenesulfonamide C(#N)C=1C=C(C=CC1)CC(C=1SC2=C(N1)C=CC(=C2)OCCC=O)NS(=O)(=O)C2=CC=CC=C2